FC(OC=1C(=C(C=CC1)CN)F)(F)F [3-(trifluoromethoxy)-2-fluorophenyl]methanamine